COC1=C(C(=O)N2CCC=3C2=CN=CC3C3=CC=C(C#N)C=C3)C=CC=C1 4-(1-(2-Methoxybenzoyl)-2,3-dihydro-1H-pyrrolo[2,3-c]pyridin-4-yl)benzonitrile